OC1=C(C=CC=C1C)C(CCCCCCCCCCCCCCCCCCCCC)C1=C(C(=CC=C1)C)O 1,1-bis(2-hydroxy-3-methylphenyl)docosane